(4-bromo-2-fluorobenzyl)-1-(2-methoxyethyl)-1H-benzo[d]imidazole-6-carboxylic acid methyl ester COC(=O)C=1C=CC2=C(N(C(=N2)CC2=C(C=C(C=C2)Br)F)CCOC)C1